2-(N,N-diisopropylamino)-3-phenyl-cyclopropanone C(C)(C)N(C(C)C)C1C(C1C1=CC=CC=C1)=O